[N+](=O)([O-])C1=C(C(=CC=C1)N)N 3-nitrobenzene-1,2-diamine